[N+](=O)([O-])C1=CC=C(C=C1)N1CCN(CC1)C1CCC2(CCNCC2)CC1 9-[4-(4-nitrophenyl)piperazin-1-yl]-3-azaspiro[5.5]undecane